4-((2-(3-hydroxy-3-methyl-2-oxoindolin-1-yl)pyridin-4-yl)methyl)phthalazin-1(2H)-one OC1(C(N(C2=CC=CC=C12)C1=NC=CC(=C1)CC1=NNC(C2=CC=CC=C12)=O)=O)C